FC(OC=1C=C(C=NC1)C=1C=CC=C(C1)O)(F)F 5-[5-(trifluoromethoxy)pyridin-3-yl]phenol